N1CCC(CC1)NC(=O)C=1C2=CNC=C2C=CC1 N-(piperidin-4-yl)isoindole-4-carboxylic acid amide